C(C)(C)N1[C@@H](CCC1)COC1=NC=2CC3(CCC2C(=N1)N1C[C@@H](NCC1)CC#N)CCC1=CC=CC=C13 2-((2S)-4-(2'-(((S)-1-Isopropylpyrrolidin-2-yl)methoxy)-2,3,5',8'-tetrahydro-6'H-spiro[indene-1,7'-quinazolin]-4'-yl)piperazin-2-yl)acetonitrile